FC(OC=1C=C(C=C2NC(C(NC12)CC)=O)C(=O)OC)F methyl 8-(difluoromethoxy)-2-ethyl-3-oxo-1,2,3,4-tetrahydroquinoxaline-6-carboxylate